C(=O)(O)C1=C(C=CC=C1)NCC(=O)O N-(2-carboxyphenyl)glycine